benzyl piperazine-1-carboxylate N1(CCNCC1)C(=O)OCC1=CC=CC=C1